C(C)(C)(C)OC(NC(COC1=CC2=C(C(=N1)Cl)CC(C2)C=O)C)=O.C(CCC)OC=2C=CC1=C(SC3=C1C=CC(=C3F)OCC3OCCCC3)C2F 3-butoxy-4,6-difluoro-7-((tetrahydro-2H-pyran-2-yl)methoxy)dibenzothiophene tert-Butyl-N-[1-[(1-chloro-6-formyl-6,7-dihydro-5H-cyclopenta[c]pyridin-3-yl)oxy]propan-2-yl]carbamate